methyl (2R)-2-[benzyloxycarbonyl-[2-(tert-butoxycarbonylamino)ethyl]amino]-3-(1H-indol-3-yl)propanoate C(C1=CC=CC=C1)OC(=O)N([C@@H](C(=O)OC)CC1=CNC2=CC=CC=C12)CCNC(=O)OC(C)(C)C